4,4''-bis(3,6-dimethyl-9H-carbazol-9-yl)-5',6'-bis(4-(3,6-dimethyl-9H-carbazol-9-yl)phenyl)-4'-(pyridin-2-yl)-[1,1':2',1''-terphenyl]-3'-carbonitrile CC=1C=CC=2N(C3=CC=C(C=C3C2C1)C)C1=CC=C(C=C1)C1=C(C(=C(C(=C1C1=CC=C(C=C1)N1C2=CC=C(C=C2C=2C=C(C=CC12)C)C)C1=CC=C(C=C1)N1C2=CC=C(C=C2C=2C=C(C=CC12)C)C)C1=NC=CC=C1)C#N)C1=CC=C(C=C1)N1C2=CC=C(C=C2C=2C=C(C=CC12)C)C